(4-(3-(2,6-dichlorophenyl)azetidin-1-yl)-2,6-dimethylbenzyl)piperidine-4-carboxylic acid ClC1=C(C(=CC=C1)Cl)C1CN(C1)C1=CC(=C(CN2CCC(CC2)C(=O)O)C(=C1)C)C